{3-[3-amino-4-(7H-pyrrolo[2,3-d]pyrimidin-4-yl)-1H-pyrazol-1-yl]-1-(isopropylsulfonyl)azetidin-3-yl}acetonitrile sulfate S(=O)(=O)(O)O.NC1=NN(C=C1C=1C2=C(N=CN1)NC=C2)C2(CN(C2)S(=O)(=O)C(C)C)CC#N